C[C@@H]1CN(CCN1C1=NC(=C(C=C1)[N+](=O)[O-])NC1=CC=NC=C1)C(=O)OC(C)(C)C tert-butyl (3R)-3-methyl-4-{5-nitro-6-[(pyridin-4-yl)amino]pyridin-2-yl}piperazine-1-carboxylate